NC1(COC1)CNC=1C2=C(N=C(N1)N1CCSC3=C(C1)C=CC=C3)CCN(C2)C 4-(4-(((3-aminooxetane-3-yl)methyl)amino)-6-methyl-5,6,7,8-tetrahydropyrido[4,3-d]pyrimidin-2-yl)-2,3,4,5-Tetrahydrobenzo[f][1,4]thiazepine